N-(2-(4-(4-cyclopropylpiperazine-1-yl)piperidine-1-yl)-4-methoxy-5-((6-((S)-3-(4-(trifluoromethyl)benzyl)isoxazolidine-2-yl)pyrimidine-4-yl)amino)phenyl)acrylamide C1(CC1)N1CCN(CC1)C1CCN(CC1)C1=C(C=C(C(=C1)OC)NC1=NC=NC(=C1)N1OCC[C@@H]1CC1=CC=C(C=C1)C(F)(F)F)NC(C=C)=O